C(#N)C=1C=NN2C1C(=CC(=C2)OCC(C)(C)O)C21CNCC(N2C(=O)[O-])C1 5-(3-cyano-6-(2-hydroxy-2-methylpropyloxy) pyrazolo[1,5-a]pyridin-4-yl)-3,6-diazabicyclo[3.1.1]heptane-6-carboxylate